C(C)(=O)C1NCCC1O[Si](C1=CC=CC=C1)(C1=CC=CC=C1)C(C)(C)C 2-acetyl-3-((tert-butyl-diphenyl-silyl)oxy)pyrrolidine